C(C1=CC=CC=C1)OC(=O)N[C@@H](CC(=O)OC(C)(C)C)C(COC1=C(C(=CC(=C1F)F)F)F)O tert-butyl (3S)-3-(((benzyloxy)carbonyl)amino)-4-hydroxy-5-(2,3,5,6-tetrafluorophenoxy)pentanoate